methyl-formyl-9-ethylcarbazole hydrazinodithioformate N(N)C(=S)S.CC1=C(C=2N(C3=CC=CC=C3C2C=C1)CC)C=O